7-chloro-5-(3-(4-fluorophenyl)azetidin-1-yl)-2,3-dihydrothieno[3,2-b]pyridine ClC1=C2C(=NC(=C1)N1CC(C1)C1=CC=C(C=C1)F)CCS2